6-bromo-4-(2-((tert-butyldimethylsilyl)oxy)-1-(5-fluoropyridin-2-yl)ethoxy)-3-cyanopyrazolo[1,5-a]pyridin-2-ylcarboxylic acid tert-butyl ester C(C)(C)(C)OC(=O)C1=NN2C(C(=CC(=C2)Br)OC(CO[Si](C)(C)C(C)(C)C)C2=NC=C(C=C2)F)=C1C#N